ClC1=C(C=C(C=C1)NC=1C2=C(N=CN1)C=NC(=C2)OC2CN(C2)C(C=C)=O)CO 1-(3-((4-((4-chloro-3-(hydroxymethyl)phenyl)-amino)pyrido[3,4-d]-pyrimidin-6-yl)oxy)-azetidin-1-yl)prop-2-en-1-one